3-chloro-5-fluoro-4-[1-methyl-4-(trifluoromethyl)imidazol-2-yl]benzonitrile ClC=1C=C(C#N)C=C(C1C=1N(C=C(N1)C(F)(F)F)C)F